NC=1C=2N(C3=CC(=C(C=C3N1)Cl)C(=O)N(C)[C@@H]1COC(C3=CC(=CC=C13)F)C)C=NC2 4-amino-7-chloro-N-((4S)-7-fluoro-1-methylisochroman-4-yl)-N-methylimidazo[1,5-a]quinoxaline-8-carboxamide